N[C@H](C(=O)O)COC(C1=CC=C(C=C1)C=1C=C2C(=NC1)NN=C2C(C2=C(C(=C(C=C2)F)NS(=O)(=O)C)F)=O)=O (2S)-2-amino-3-[4-[3-[2,4-difluoro-3-(methanesulfonamido)-benzoyl]-1H-pyrazolo[3,4-b]pyridin-5-yl]benzoyl]oxypropanoic acid